ClC=1SC(=CC1C(=O)N[C@H](C(=O)NC=1C(N(C=CC1)CC(=O)NC1C2CC3CC(CC1C3)C2)=O)CCC(C(=O)N)=O)Cl (S)-2-(2,5-Dichlorothiophen-3-carboxamido)-N1-(1-(2-(2-adamantylamino)-2-oxoethyl)-2-oxo-1,2-dihydropyridin-3-yl)-5-oxohexandiamid